(6-amino-2,3-dichloro-phenyl)-(2,6-difluorophenyl)methanone NC1=CC=C(C(=C1C(=O)C1=C(C=CC=C1F)F)Cl)Cl